8-amino-7,8,9,10-tetrahydro-5H-cyclohepta[b]naphthalene-5,11(6H)-dione NC1CCC2=C(C(C=3C=CC=CC3C2=O)=O)CC1